(13E,17E)-1-bromo-8,8,14,18,22-pentamethyl-10-pentadecyl-7,9,11-trioxa-8-silatricosa-13,17,21-triene BrCCCCCCO[Si](OC(OC\C=C(\CC\C=C(\CCC=C(C)C)/C)/C)CCCCCCCCCCCCCCC)(C)C